C(C)(=O)NC=1SC2=C(N1)CCC(C2)=O 2-acetamido-6-oxo-4,5,6,7-tetrahydrobenzothiazole